ClC1=C2C(=NC(=C1F)C(=O)N1CCOC3(C1)C=C(C(C(C3)(C)C)=O)C#N)NC=C2 4-(4-chloro-5-fluoro-1H-pyrrolo[2,3-b]pyridine-6-carbonyl)-10,10-dimethyl-9-oxo-1-oxa-4-azaspiro[5.5]undec-7-ene-8-carbonitrile